C(CC)(=O)OCCCC propanoic acid, butyl ester